O1C(=NC2=C1C=CC=C2)C=2N=C(N(C(C2OC)=O)C)N(C)C(C2=CC=C(C(=O)O)C=C2)C2=CC=CC=C2 4-({[4-(1,3-benzoxazol-2-yl)-5-methoxy-1-methyl-6-oxopyrimidin-2-yl](methyl)amino}(phenyl)methyl)benzoic acid